O1N=C(C=C1)N1CCC(CC1)C(C)(C)S(=O)(=O)C=1C=NC(=CC1)C(F)(F)F N-(isoxazol-3-yl)-4-(2-((6-(trifluoro-methyl)pyridin-3-yl)sulfonyl)propan-2-yl)piperidine